2-(hydroxymethyl)-2-methylpiperidine-1-carboxylic acid tert-butyl ester C(C)(C)(C)OC(=O)N1C(CCCC1)(C)CO